Hexane-1,6-diol C(CCCCCO)O